OC1=C(C=NN1C1=NC=CC(=C1)CC1=CC(=CC=C1)C(F)(F)F)C(=O)OCC ethyl 5-hydroxy-1-(4-(3-(trifluoromethyl) benzyl) pyridin-2-yl)-1H-pyrazole-4-carboxylate